[Cl-].C[Si](O[Si](O[Si](C)(C)C)(O[Si](C)(C)C)CCCNC(CCCCC[NH+](C)C)=O)(C)C 6-((3-(1,1,1,5,5,5-hexamethyl-3-((trimethylsilyl)oxy)trisiloxan-3-yl)propyl)amino)-N,N-dimethyl-6-oxohexan-1-aminium chloride